OXOACRIDINYL-ACETIC ACID O=C(C(=O)O)C1=CC=CC2=NC3=CC=CC=C3C=C12